2-(3,5-dichloro-4-((1-isobutyl-6-oxo-1,6-dihydropyridin-3-yl)oxy)phenyl)-3,5-dioxo-2,3,4,5-tetrahydro-1,2,4-triazine-6-carbonitrile ClC=1C=C(C=C(C1OC1=CN(C(C=C1)=O)CC(C)C)Cl)N1N=C(C(NC1=O)=O)C#N